C1(=CCCCC1)C1=CC(=C2C=CC=NC2=C1)C1(CC1)NC(C1=C(C=CC(=C1)OC[C@H]1N(CC1)C)C)=O (S)-N-(1-(7-(Cyclohex-1-en-1-yl)quinolin-5-yl)cyclopropyl)-2-methyl-5-((1-methylazetidin-2-yl)methoxy)benzamide